bis(dibenzylidenaceton) palladium(0) [Pd].C(C1=CC=CC=C1)=CC(=O)C=CC1=CC=CC=C1.C(C1=CC=CC=C1)=CC(=O)C=CC1=CC=CC=C1